pentachloro-trimethyl-trisila-pentane ClC(C([SiH2][SiH2][Si](C)(C)C)(Cl)Cl)(Cl)Cl